1-(6-(dimethylamino)naphthalen-2-yl)propan-1-one CN(C=1C=C2C=CC(=CC2=CC1)C(CC)=O)C